N'-Boc-aminooxalyldiamine C(=O)(OC(C)(C)C)N(C(C(=O)N)=O)N